OC1OC2=C(N(C1=O)O)C=CC=C2 2,4-dihydroxy-2H-1,4-benzoxazin-3(4H)-one